methyl 5-(3-methoxy-3-oxopropyl)-1-methyl-1H-imidazole-4-carboxylate COC(CCC1=C(N=CN1C)C(=O)OC)=O